(R)-(1,4-dibenzylpiperazin-2-yl)methanol C(C1=CC=CC=C1)N1[C@H](CN(CC1)CC1=CC=CC=C1)CO